CN1N=CC(=C1C1=C(C=CC=N1)F)C 6-(1,4-dimethyl-1H-pyrazol-5-yl)-5-fluoropyridin